2,6-difluoro-4-[2-(3-pyridinyl)ethynyl]aniline FC1=C(N)C(=CC(=C1)C#CC=1C=NC=CC1)F